11-oxo-5-propyl-10,11-dihydro-5H-dibenzo[b,e][1,4]diazepine-8-carboxylic acid O=C1C2=C(N(C3=C(N1)C=C(C=C3)C(=O)O)CCC)C=CC=C2